C(C1=CC=CC=C1)OC=1C=C(C(=C(C1)C1=C(C=2N=C(N=C(C2C=N1)N1CC2CCC(C1)O2)OC([2H])([2H])C21CCCN1CCC2)F)C(F)(F)F)Cl 3-(7-(5-(benzyloxy)-3-chloro-2-(trifluoromethyl)phenyl)-8-fluoro-2-((tetrahydro-1H-pyrrolizin-7a(5H)-yl)methoxy-d2)pyrido[4,3-d]pyrimidin-4-yl)-8-oxa-3-azabicyclo[3.2.1]octane